[(1R,4R)-4-(5-chloro-1-methyl-pyrazol-4-yl)-1-methyl-3,4-dihydro-1H-isoquinolin-2-yl]-[1-(2,4-difluorophenyl)triazol-4-yl]methanone ClC1=C(C=NN1C)[C@@H]1CN([C@@H](C2=CC=CC=C12)C)C(=O)C=1N=NN(C1)C1=C(C=C(C=C1)F)F